tert-butyl (2-{2-[2-(2,5-dioxo-2,5-dihydro-1H-pyrrol-1-yl)ethoxy]ethoxy}ethyl)carbamate O=C1N(C(C=C1)=O)CCOCCOCCNC(OC(C)(C)C)=O